CC1=C(C=C(C(=O)O)C=C1)OCC1=C(C=C(C=C1C)F)C 4-Methyl-3-((4-fluoro-2,6-dimethylbenzyl)oxy)benzoic acid